C(C)OC(=O)C=1C=NC(=NC1)C1=C(C(=CC=C1)N)OC (3-amino-2-methoxyphenyl)pyrimidine-5-carboxylic acid ethyl ester